N-(2-(4-cyano-1H-imidazol-1-yl)-4-ethoxyquinolin-6-yl)oxetan-3-carboxamide tert-butyl-(3-{4-[(2S)-2-(trifluoromethoxy)propoxy]-1H-pyrazol-1-yl}bicyclo[1.1.1]pentan-1-yl)carbamate C(C)(C)(C)N(C(O)=O)C12CC(C1)(C2)N2N=CC(=C2)OC[C@H](C)OC(F)(F)F.C(#N)C=2N=CN(C2)C2=NC1=CC=C(C=C1C(=C2)OCC)NC(=O)C2COC2